5-bromo-2-methyl-2H-pyrazolo[4,3-b]pyridine BrC=1C=CC=2C(N1)=CN(N2)C